1-[5-(3-amino-3-deoxy-beta-D-galactopyranosyl)-3-methyl-1H-1,2,4-triazol-1-yl]-5-chloro-2-(trifluoromethyl)benzene N[C@@H]1[C@H]([C@@H](O[C@@H]([C@@H]1O)CO)C1=NC(=NN1C1=C(C=CC(=C1)Cl)C(F)(F)F)C)O